methyl 5-bromo-2-methyl-2H-indazole-3-carboxylate BrC1=CC2=C(N(N=C2C=C1)C)C(=O)OC